N-(3-(2-chloro-3-(3-(3-hydroxypyrrolidin-1-yl)propoxy)phenyl)anilino)benzisothiazol ClC1=C(C=CC=C1OCCCN1CC(CC1)O)C=1C=C(NN2SC3=C(C2)C=CC=C3)C=CC1